{4-amino-2-[4-(difluoromethoxy)-3-fluoroanilino]-1,3-thiazol-5-yl}[4-(difluoromethoxy)phenyl]methanone NC=1N=C(SC1C(=O)C1=CC=C(C=C1)OC(F)F)NC1=CC(=C(C=C1)OC(F)F)F